1-(9Z,12Z-octadecadienoyl)-2-(9Z,12Z-heptadecadienoyl)-glycero-3-phosphoserine CCCCC/C=C\C/C=C\CCCCCCCC(=O)OC[C@H](COP(=O)(O)OC[C@@H](C(=O)O)N)OC(=O)CCCCCCC/C=C\C/C=C\CCCC